(2S)-4-benzyl-2-[(benzyloxy)methyl]-1,4-oxazepane C(C1=CC=CC=C1)N1C[C@H](OCCC1)COCC1=CC=CC=C1